4-METHOXY-3-METHYL-PYRIDINE-2-CARBALDEHYDE COC1=C(C(=NC=C1)C=O)C